(S)-N-(5-(2-Aminoethyl)-8,9-difluoro-6-oxo-1,4,5,6-tetrahydro-2H-pyrano[3,4-c]isoquinolin-1-yl)-5,6-difluoro-N-methyl-1H-indole-2-carboxamide NCCN1C(C=2C=C(C(=CC2C2=C1COC[C@H]2N(C(=O)C=2NC1=CC(=C(C=C1C2)F)F)C)F)F)=O